C1(=C(C=CC=C1)C1=CC(=NC2=CC=C(C=C12)C(=O)N1CCN(CC1)C1COC1)C=O)C1=CC=CC=C1 4-([1,1'-biphenyl]-2-yl)-6-(4-(oxetan-3-yl)piperazine-1-carbonyl)quinoline-2-carbaldehyde